[La].NC=1SC(=NN1)C1=CC=C(C=C1)OC 2-amino-5-(p-methoxyphenyl)-1,3,4-thiadiazole lanthanum